C[C@H](CN[C@@H]([C@H]1CNC2=C(N1)N=CC=C2)C2=CC=CC=C2)C=2C=C(C=CC2)[C@H](C(=O)O)C (2R)-2-[3-[(1S)-1-methyl-2-[[(R)-phenyl-[(3R)-1,2,3,4-tetrahydropyrido[2,3-b]pyrazin-3-yl]methyl]amino]ethyl]phenyl]propanoic acid